(2,6-dimethylphenyl)diphenyl-phosphine CC1=C(C(=CC=C1)C)P(C1=CC=CC=C1)C1=CC=CC=C1